C[C@@H]1[C@@H](O[C@@H](CN1S(=O)(=O)C1=CC=C(C=C1)C)CO)C |o1:1,2,4| [rel-(2S,5R,6S)-5,6-dimethyl-4-(4-methylbenzenesulfonyl)morpholin-2-yl]methanol